ClC=1C=NC2=CC=C(N=C2C1CO)OC (3-chloro-6-methoxy-1,5-naphthyridin-4-yl)methanol